1,2-diethylcyclopentene C(C)C1=C(CCC1)CC